7-(3-(2,3-dimethylphenyl)-7,8-dihydro-1,6-naphthyridin-6(5H)-yl)-8-methyl-4H-pyrimido[1,2-b]pyridazin-4-one CC1=C(C=CC=C1C)C=1C=NC=2CCN(CC2C1)C=1C(=CC=2N(N1)C(C=CN2)=O)C